5-(5,6,7,8-tetrahydroimidazo[1,2-a]pyrazin-3-yl)isobenzofuran-1(3H)-one N=1C=C(N2C1CNCC2)C=2C=C1COC(C1=CC2)=O